3-(5-chloro-1-methyl-2-oxo-1,2-dihydro-1,6-naphthyridin-3-yl)-3-hydroxypyrrolidine-1-carboxylic acid tert-butyl ester C(C)(C)(C)OC(=O)N1CC(CC1)(O)C=1C(N(C2=CC=NC(=C2C1)Cl)C)=O